methyl-2-amino-4-fluorobenzoic acid CC=1C(=C(C(=O)O)C=CC1F)N